C(\C=C/C(=O)Cl)(=O)Cl maleinyl chloride